CN(C(=O)C=1C=C(C=CC1)C(CC(=O)O)N1N=CC2=CC(=CC=C12)OCCC1=NC=2NCCCC2C=C1)C 3-(3-(dimethylcarbamoyl)phenyl)-3-(5-(2-(5,6,7,8-tetrahydro-1,8-naphthyridin-2-yl)ethoxy)-1H-indazol-1-yl)propionic acid